24-((5-((2R)-5-(tert-butoxy)-2-((tert-butoxycarbonyl)amino)-4-methyl-5-oxopentyl)-2-hydroxyphenyl)amino)-11,14,24-trioxo-4,7,18,21-tetraoxa-10,15-diazatetracos-12-yn-1-oic acid C(C)(C)(C)OC(C(C[C@H](CC=1C=CC(=C(C1)NC(CCOCCOCCNC(C#CC(NCCOCCOCCC(=O)O)=O)=O)=O)O)NC(=O)OC(C)(C)C)C)=O